N'-(3,4-difluorophenyl)sulfonyl-N,N-dimethyl-formamidine FC=1C=C(C=CC1F)S(=O)(=O)N=CN(C)C